NC/C(/CN1N=CN(C1=O)C1=NC=C(C(=C1)C)C1=CC=C2C=NNC2=C1)=C\F 2-[(2E)-2-(aminomethyl)-3-fluoroprop-2-en-1-yl]-4-[5-(1H-indazol-6-yl)-4-methylpyridin-2-yl]-2,4-dihydro-3H-1,2,4-triazol-3-one